ClC=1C(=NC(=NC1)NC1=CC=C(C(C(=O)O)=C1)N)N1C[C@]2(CN(C[C@]2(C1)C)C(=O)C1CC1)C 5-((5-chloro-4-((3aR,6aS)-5-(cyclopropylcarbonyl)-3a,6a-dimethylhexahydropyrrolo[3,4-c]pyrrol-2(1H)-yl)pyrimidin-2-yl)amino)anthranilic acid